B1(OC(=O)CN(CC(=O)O1)C)C2=NC=C(C=C2)C(F)(F)F 5-trifluoromethyl-2-pyridylboronic acid MIDA ester